O(C1=CC=CC=C1)CC(=O)O.N1=CC=NC2=CC=CC=C12 QUINOXALINE PHENOXYACETATE